4-(trifluoromethoxy)-N-(4-(trifluoromethyl)bicyclo[2.2.2]oct-1-yl)benzamide FC(OC1=CC=C(C(=O)NC23CCC(CC2)(CC3)C(F)(F)F)C=C1)(F)F